N1(N=NC=C1)C[C@H]1N(C[C@@H](C1)NC(=O)C=1OC(=NN1)C1=C(C=CC(=C1)OC(F)(F)F)F)C(=O)OC(C)(C)C tert-butyl (2S,4R)-2-((1H-1,2,3-triazol-1-yl)methyl)-4-(5-(2-fluoro-5-(trifluoromethoxy)phenyl)-1,3,4-oxadiazole-2-carboxamido)pyrrolidine-1-carboxylate